C(C1=CC=CC=C1)OC(=O)N[C@@H](C(=O)OC)P(=O)(OC)OC |r| (±)-Methyl 2-benzyloxycarbonylamino-2-(dimethoxyphosphinyl)acetate